(Z)-1-(2,6,6-Trimethyl-cyclohex-2-enyl)-but-2-en-1-on CC=1C(C(CCC1)(C)C)C(\C=C/C)=O